(R)-3-(4-chlorophenyl)-4-((5-chloropyridin-2-yl)methyl)-1-isopropylpiperazine-2,5-dione ClC1=CC=C(C=C1)[C@@H]1C(N(CC(N1CC1=NC=C(C=C1)Cl)=O)C(C)C)=O